FC(C=1C=C(C=CC1F)C=1C=C2C(=NC1)C=NN2CC2=NOC(=N2)C)F 3-[[6-(3-(Difluoromethyl)-4-fluoro-phenyl)pyrazolo[4,3-b]pyridin-1-yl]methyl]-5-methyl-1,2,4-oxadiazole